C(#N)C=1C=CC=C2NC[C@@H](NC12)[C@@H](C1=C(C=CC=C1)F)NCCC=1C=C(C=CC1)[C@H](C(=O)O)C |o1:29| (R or S)-2-(3-(2-(((R)-((R)-8-cyano-1,2,3,4-tetrahydroquinoxalin-2-yl)(2-fluorophenyl)methyl)amino)ethyl)phenyl)propanoic acid